tert-butyl 3-((3-(6-(furan-3-yl)-1H-benzo[d]imidazol-2-yl)-1H-indazole-5-carboxamido) methyl)azetidine-1-carboxylate O1C=C(C=C1)C=1C=CC2=C(NC(=N2)C2=NNC3=CC=C(C=C23)C(=O)NCC2CN(C2)C(=O)OC(C)(C)C)C1